N-((5-(5-(difluoromethyl)-1,3,4-oxadiazol-2-yl)pyridin-2-yl)methyl)-N-(2,5-difluorophenyl)-1-iminothiomorpholine-4-carboxamide 1-oxide FC(C1=NN=C(O1)C=1C=CC(=NC1)CN(C(=O)N1CCS(CC1)(=N)=O)C1=C(C=CC(=C1)F)F)F